C(=O)O[C@H]1C([C@H]2CC3=CC(=CC(=C3O[C@@]2(CC1)C)OC)CCC1=CC(=C2CCC(OC2=C1)(C)C)O)(C)C (2R,4aR,9aR)-7-(2-(5-hydroxy-2,2-dimethylchroman-7-yl)ethyl)-5-methoxy-1,1,4a-trimethyl-2,3,4,4a,9,9a-hexahydro-1H-xanthen-2-yl formate